1,2-Ditolyloxyethane C1(=C(C=CC=C1)OCCOC1=C(C=CC=C1)C)C